C[C@]12[C@H]3CC[C@@]4(C(CC[C@H]4[C@@H]3CC=C2C[C@H](CC1)O)C1(SC1)C)C (3S,8S,9S,10R,13S,14S)-10,13-dimethyl-17-(2-methylthiiran-2-yl)-2,3,4,7,8,9,10,11,12,13,14,15,16,17-tetradecahydro-1H-cyclopenta[a]phenanthren-3-ol